N,N'-bis-(2-aminoethyl)ethane-1,2-diamine NCCNCCNCCN